(1R,3R,4R)-N-((S)-1-cyano-2-((R)-2-oxopiperidin-3-yl)ethyl)-2-(2,7-dichloro-9-hydroxy-9H-fluorene-9-carbonyl)-5,5-difluoro-2-azabicyclo[2.2.2]octane-3-carboxamide C(#N)[C@H](C[C@@H]1C(NCCC1)=O)NC(=O)[C@@H]1N([C@H]2CC([C@@H]1CC2)(F)F)C(=O)C2(C1=CC(=CC=C1C=1C=CC(=CC21)Cl)Cl)O